N-(3-(3-methoxy-4-(1-oxo-1,2,3,4-tetrahydroisoquinolin-6-yl)-1H-pyrazol-1-yl)phenyl)acrylamide COC1=NN(C=C1C=1C=C2CCNC(C2=CC1)=O)C=1C=C(C=CC1)NC(C=C)=O